FC1=C(C=CC(=C1)S(=O)(=O)C)C1=NC2=C(N1C)C=C(C=C2)C2=CC=C(CN1CCC(CC1)N(C)C)C=C2 1-(4-(2-(2-fluoro-4-(methylsulfonyl)phenyl)-1-methyl-1H-benzo[d]imidazol-6-yl)benzyl)-N,N-dimethylpiperidin-4-amine